(3aR,5R,6aS)-5-(((tert-butyldiphenylsilyl)oxy)-methyl)-2,2-dimethyldihydrofuro[2,3-d][1,3]dioxol-6(5H)-one [Si](C1=CC=CC=C1)(C1=CC=CC=C1)(C(C)(C)C)OC[C@@H]1C([C@@H]2[C@@H](OC(O2)(C)C)O1)=O